C(#N)C[C@@H](CC(=O)NC=1SC(=C(N1)C)C(=O)OC(C)C)NC(=O)C1=CC(=CC=C1)C=1C=NN(C1)C Propan-2-yl 2-[(3S)-4-cyano-3-{[3-(1-methyl-1H-pyrazol-4-yl)phenyl]formamido}butanamido]-4-methyl-1,3-thiazole-5-carboxylate